C(C1=CC=CC=C1)[N+](CCOC(C1=CC=C(C=C1)C=C)=O)(CCOC(C1=CC=C(C=C1)C=C)=O)CCOC(C1=CC=C(C=C1)C=C)=O benzyl(tris(2-(4-vinylbenzoyloxy)ethyl))ammonium